C(C(C)C)OC(=O)N1C[C@@H](CC1)N1N=C(C2=CC(=CC=C12)Br)COC1=C(C=CC=C1)CC(=O)OCC (R)-3-(5-bromo-3-((2-(2-ethoxy-2-oxoethyl)phenoxy)methyl)-1H-indazol-1-yl)pyrrolidine-1-carboxylic acid isobutyl ester